1-tert-butyl (S)-piperazine-1,3-dicarboxylate N1(C[C@H](NCC1)C(=O)[O-])C(=O)OC(C)(C)C